3-hydroxy-nonanoate OC(CC(=O)[O-])CCCCCC